3-(1-((3-amino-7-bromo-6-chloro-8-fluoroquinolin-4-yl)amino)ethyl)azetidine-1-carboxylic acid tert-butyl ester C(C)(C)(C)OC(=O)N1CC(C1)C(C)NC1=C(C=NC2=C(C(=C(C=C12)Cl)Br)F)N